C(CCCCCC)OC(C(C)(C)N)=O aminoisobutyric acid n-heptyl ester